(12R,14S)-4-(benzyloxy)-12-methoxy-7-(2-nitrobenzenesulfonyl)-16-oxa-7,10,20,21,24-pentaazapentacyclo[15.5.2.12,6.010,14.020,23]pentacosa-1(23),2,4,6(25),17(24),18,21-heptaen-11-one C(C1=CC=CC=C1)OC=1C=C2C=3C=NN4C=CC(OC[C@@H]5C[C@H](C(N5CCN(C(C1)=C2)S(=O)(=O)C2=C(C=CC=C2)[N+](=O)[O-])=O)OC)=NC34